C(CCCCCC)C1CCC(CC1)NC(=O)CC(C(CC(=O)NC1CCC(CC1)CCCCCCC)C(=O)NC1CCC(CC1)CCCCCCC)C(=O)NC1CCC(CC1)CCCCCCC 1,2,3,4-butanetetracarboxylic acid tetrakis(4-n-heptylcyclohexylamide)